(S)-8-(4-oxo-4-(4-(5-(trifluoromethyl)pyrimidin-2-yl)piperazin-1-yl)butyl)-4-(trifluoromethyl)-5,6,7,8-tetrahydrocinnolin O=C(CCC[C@@H]1CCCC=2C(=CN=NC12)C(F)(F)F)N1CCN(CC1)C1=NC=C(C=N1)C(F)(F)F